CN1N=C(C(=C1C)O)C1=CC=C(C=C1)C 1,5-dimethyl-3-(p-tolyl)-pyrazol-4-ol